Hexanoic acid [4-amino-6-methyl-2-(4-trifluoromethylbenzylamino)-pyrimidin-5-yl]-amide NC1=NC(=NC(=C1NC(CCCCC)=O)C)NCC1=CC=C(C=C1)C(F)(F)F